FC=1C=C2C=CN(C2=C(C1)C(=O)O)CC1=CC=C(C=C1)C(F)(F)F 5-fluoro-1-(4-(trifluoromethyl)benzyl)-1H-indole-7-carboxylic acid